(1S,2R,5S)-N-(2,4-difluorobenzyl)-8-hydroxy-2,3,5-trimethyl-7,9-dioxo-2,5,7,9-tetrahydro-1,6-methanopyrido[1,2-b][1,2,5]triazonine-10-carboxamide FC1=C(CNC(=O)C=2C(C(=C3N(N4[C@@H](C(=C[C@@H](N(C3=O)C4)C)C)C)C2)O)=O)C=CC(=C1)F